C(C)C(C(=O)[O-])SCCCCCC.C(C)C(C(=O)[O-])SCCCCCC.C(CCCCCCC)[Sn+2]CCCCCCCC Di-octyltin bis(ethylhexylmercaptoacetate)